OC1=CC(=CC=2OC3=CC(=CC=C3C(C12)=O)OC)C1=C(C=C(C=C1)OC)OC 1-hydroxy-3-(2,4-dimethoxyphenyl)-6-methoxy-9H-xanthen-9-one